1-benzyl 4-(tert-butyl) 2-(((1-methoxy-1-oxopropan-2-yl)amino)methyl)piperazine-1,4-dicarboxylate COC(C(C)NCC1N(CCN(C1)C(=O)OC(C)(C)C)C(=O)OCC1=CC=CC=C1)=O